C(C)(C)(C)OC(=O)N1C=CC2=C(C(=CC(=C12)C)OC)CN1C(CC(CC1)C1=CN=NC=C1)C1=CC=C(C=C1)C(=O)OC 5-methoxy-4-((2-(4-(methoxycarbonyl)phenyl)-4-(pyridazin-4-yl)piperidin-1-yl)methyl)-7-methyl-1H-indole-1-carboxylic acid tert-butyl ester